CC12CC=3C=NNC3CC1C(C(C1C3C(CCC12)(C(=CC3)C3=CC=CC=C3)C)O)O 10a,12a-dimethyl-1-phenyl-3,3a,3b,4,5,5a,6,7,10,10a,10b,11,12,12a-tetradecahydrocyclopenta[5,6]naphtho[1,2-f]indazole-4,5-diol